NC1=C(C(=O)NC23CCC(CC2)(CC3)O)C=C(C=N1)C1=CC=C(C=C1)[C@@]13CN(C[C@H]3C1)C1CCOCC1 Amino-N-(4-hydroxy-bicyclo[2.2.2]oct-1-yl)-5-(4-((1r,5s)-3-(tetrahydro-2H-pyran-4-yl)-3-azabicyclo[3.1.0]hex-1-yl)phenyl)nicotinamide